5-(1-hydroxyethyl)oxolane-3,4-diol OC(C)C1C(C(CO1)O)O